FC(C1=CC=C(C=C1)C1=NC(=NC=C1)SC1=NC2=C(N1)C=CC=C2)(F)F 2-((4-(4-(trifluoromethyl)phenyl)pyrimidin-2-yl)thio)-1H-benzimidazole